4-(3-hydroxypropyl)-morpholine OCCCN1CCOCC1